ethyl 3-[1-(4-hydroxybutyl)-4-methyl-1H-benzotriazol-5-yl]-3-{3-[(6-hydroxy-2,2-dioxo-2H-1,2λ6,3-benzoxathiazin-3(4H)-yl)methyl]-5-methylphenyl}propanoate OCCCCN1N=NC2=C1C=CC(=C2C)C(CC(=O)OCC)C2=CC(=CC(=C2)C)CN2S(OC1=C(C2)C=C(C=C1)O)(=O)=O